ClC=1C(=CC2=C(CC(O2)C(=O)O)C1)I 5-chloro-6-iodo-2,3-dihydrobenzofuran-2-carboxylic acid